N-(2,6-dioxopiperidin-3-yl)-3-(4-(piperazin-1-ylmethyl)piperidin-1-yl)benzamide O=C1NC(CCC1NC(C1=CC(=CC=C1)N1CCC(CC1)CN1CCNCC1)=O)=O